FC=1C=2N(C=C(C1)C=1N=CC3=C(N1)C=CN(C3=O)[C@H]3CC(N(CC3)C(=O)OC(C)(C)C)(C)C)C=C(N2)C tert-butyl (4R)-4-[2-(8-fluoro-2-methyl-imidazo[1,2-a]pyridin-6-yl)-5-oxo-pyrido[4,3-d]pyrimidin-6-yl]-2,2-dimethyl-piperidine-1-carboxylate